(2s,4r)-4-fluoropyrrolidine-1,2-dicarboxylic acid 1-(tert-butyl) 2-methyl ester COC(=O)[C@H]1N(C[C@@H](C1)F)C(=O)OC(C)(C)C